[Na+].P([O-])(=O)(OP(=O)([O-])[O-])OC[C@@H]1[C@H]([C@H]([C@@H](O1)N1C(=O)NC(=O)C=C1)O)O.[Na+].[Na+] uridine diphosphate sodium salt